CO[C@@H]1[C@](CC1)(O)C1=CC=2C(=NC(=CC2)C2=CC=3C(N=C2)=NN(C3)C)S1 (1S,2S)-2-methoxy-1-(6-(2-methyl-2H-pyrazolo[3,4-b]pyridin-5-yl)thieno[2,3-b]pyridin-2-yl)cyclobutanol